N-(4-methylphenyl)methyl-acrylamide CC1=CC=C(C=C1)CNC(C=C)=O